CN1C=C(C2=C1C(N(C=C2)C)=O)C=2C=NC=C(C2)C2=CC=C(C=C2)N2C(CCC2)=O 1,6-dimethyl-3-(5-(4-(2-oxopyrrolidin-1-yl)phenyl)pyridin-3-yl)-1,6-dihydro-7H-pyrrolo[2,3-c]pyridin-7-one